(R)-(1-(4-((2,5-dichlorobenzamido)methyl)benzamido)-3-methylbutyl)boronic acid ClC1=C(C(=O)NCC2=CC=C(C(=O)N[C@@H](CC(C)C)B(O)O)C=C2)C=C(C=C1)Cl